2-chloro-7-(1-ethylcyclobutyl)-5-fluoroimidazo[4,3-f][1,2,4]triazine ClC1=NN2C(C=N1)=C(N=C2C2(CCC2)CC)F